FC1=C(CC2=NC3=C(N2C[C@H]2OCC2)C=C(C=C3)C(=O)O)C=C(C(=C1)C1=NC(=CC=C1)OCC1=CC=C(C=C1)C#CC=1C=NC(=NC1)C)F (S)-2-(2,5-difluoro-4-(6-((4-((2-methylpyrimidin-5-yl)ethynyl)benzyl)oxy)pyridin-2-yl)benzyl)-1-(oxetan-2-ylmethyl)-1H-benzo[d]imidazole-6-carboxylic acid